tert-Butyl N-[4-carbamoyl-5-[4-[2-[[3-(3,3-difluorocyclopentyl)isoxazol-5-yl]amino]-2-oxo-ethyl]phenyl]-2-isopropyl-pyrazol-3-yl]carbamate C(N)(=O)C1=C(N(N=C1C1=CC=C(C=C1)CC(=O)NC1=CC(=NO1)C1CC(CC1)(F)F)C(C)C)NC(OC(C)(C)C)=O